CC1=CC=C(C=C1)C=1C=C(C(N(N1)C=1C=NN(C1)C)=O)C(=O)NCC(C(F)(F)F)O (-)-6-(4-Methylphenyl)-2-(1-methyl-1H-pyrazol-4-yl)-3-oxo-N-(3,3,3-trifluoro-2-hydroxypropyl)-2,3-dihydropyridazine-4-carboxamide